FC1=C(C(=CC=C1OC)N1N=NC(=C1)C)CNC(=O)C=1C(=NN(C1)CC=1C=CC2=C(CN(CCO2)C)C1)COC N-{[2-fluoro-3-methoxy-6-(4-methyl-1,2,3-triazol-1-yl)phenyl]Methyl}-3-(methoxymethyl)-1-[(4-methyl-3,5-dihydro-2H-1,4-benzoxazepine-7-yl)methyl]Pyrazole-4-carboxamide